FC1=C(C=CC(=C1)F)C=1NC=CC1 2,4-difluorophenyl-pyrrole